2,6-Bis(aminomethyl)norbornan NCC1C2C(CC(C1)C2)CN